C(C)(C)(C)OC(=O)N1CCN(CCC1)C1=C(C=C(C=C1)F)F 4-(2,4-difluorophenyl)-1,4-diazacycloheptane-1-carboxylic acid tert-butyl ester